C(C=C)OC1CCC(CC1)OC1=C(C(=CC=C1)Br)C 1-(((1r,4r)-4-(allyloxy)cyclohexyl)oxy)-3-bromo-2-methylbenzene